O=C1NC(CC[C@@H]1NC(=O)C1CCC2=NC=CC=C21)=O N-((S)-2,6-dioxopiperidin-3-yl)-6,7-dihydro-5H-cyclopenta[b]pyridine-5-carboxamide